OCCC1=CC=C(C=C1)C(C(=O)O)(C)C 2-(4-(2-hydroxyethyl)phenyl)-2-methylpropanoic acid